ClC=1C(=CC(=NC1)N[C@H]1[C@@H](COCC1)O)C1=NC(=NS1)C1CCN(CC1)C (3S,4R)-4-((5-chloro-4-(3-(1-methylpiperidin-4-yl)-1,2,4-thiadiazol-5-yl)pyridin-2-yl)amino)tetrahydro-2H-pyran-3-ol